tert-butyl N-methyl-N-[7-(trifluoromethyl)isochroman-4-yl]carbamate CN(C(OC(C)(C)C)=O)C1COCC2=CC(=CC=C12)C(F)(F)F